ethyl (S)-11-(furan-3-yl)-6-isopropyl-2-oxo-6,7-dihydro-2H-benzofuro[2,3-a]quinolizine-3-carboxylate O1C=C(C=C1)C1=CC=CC2=C1OC1=C2C[C@H](N2C=C(C(C=C12)=O)C(=O)OCC)C(C)C